1-(Benzo[d][1,3]dioxol-5-yl)-3-(3-chloro-4-fluorophenyl)-1-(1-(5,6,8,9-tetrahydro-[1,2,4]triazolo[4,3-d][1,4]oxazepin-3-yl)ethyl)urea O1COC2=C1C=CC(=C2)N(C(=O)NC2=CC(=C(C=C2)F)Cl)C(C)C2=NN=C1N2CCOCC1